ClC=1C(=CC2=C(C(OC2)=O)C1)OCCCOC 6-chloro-5-(3-methoxypropoxy)-1,3-dihydro-2-benzofuran-1-one